[Y].[Pt] platinum-yttrium